{1-{1-[(5-methyl-3-thienyl)carbonyl]piperidin-4-yl}-3-[4-(7H-pyrrolo[2,3-d]pyrimidin-4-yl)-1H-pyrazol-1-yl]azetidin-3-yl}acetonitrile CC1=CC(=CS1)C(=O)N1CCC(CC1)N1CC(C1)(N1N=CC(=C1)C=1C2=C(N=CN1)NC=C2)CC#N